ClC[SiH](Cl)COC Chloromethyl-methoxymethylchlorosilane